ONC(C1=CC=CC=C1)=O N-hydroxy-benzamide